3-[4-(4-aminopiperidin-1-yl)-3-(3,5-difluorophenyl)quinolin-6-yl]-5-fluoro-2-hydroxybenzonitrile NC1CCN(CC1)C1=C(C=NC2=CC=C(C=C12)C=1C(=C(C#N)C=C(C1)F)O)C1=CC(=CC(=C1)F)F